tert-Butyl 6-(1-oxo-2,11-diazaspiro[6.7]tetradecan-11-yl)pyridine-3-carboxylate O=C1NCCCCC12CCCN(CCC2)C2=CC=C(C=N2)C(=O)OC(C)(C)C